NC1=C2CCCC2=C(C=C1C1=CC(=NC=C1)C#N)F 4-(4-amino-7-fluoro-2,3-dihydro-1H-inden-5-yl)pyridinecarbonitrile